2-(5-(4-Chlorophenyl)-2-phenyl-4,5-dihydrothiophen-3-yl)-3-methyl-1H-indole ClC1=CC=C(C=C1)C1CC(=C(S1)C1=CC=CC=C1)C=1NC2=CC=CC=C2C1C